Cl.NCCO L-2-aminoethanol hydrochloride